4-(6-(5-Amino-6-methoxypyridin-3-yl)quinazolin-4-yl)piperazine-1-carboxylic acid tert-butyl ester C(C)(C)(C)OC(=O)N1CCN(CC1)C1=NC=NC2=CC=C(C=C12)C=1C=NC(=C(C1)N)OC